propyldisilazane C(CC)[SiH2]N[SiH3]